5-(3-(((S)-1-(1H-tetrazol-1-yl)propan-2-yl)oxy)-4-chlorophenyl)-N-(3-(3-isopropoxypropoxy)-1-((1r,4r)-4-morpholinocyclohexyl)-1H-pyrazol-4-yl)pyrimidin-2-amine N1(N=NN=C1)C[C@H](C)OC=1C=C(C=CC1Cl)C=1C=NC(=NC1)NC=1C(=NN(C1)C1CCC(CC1)N1CCOCC1)OCCCOC(C)C